4-(hexacenyloxy)cyclohexanone C1(=CC=CC2=CC3=CC4=CC5=CC6=CC=CC=C6C=C5C=C4C=C3C=C12)OC1CCC(CC1)=O